1-[[3,4-dihydro-3-(2-methylpropyl)-4-oxo-1-phthalazinyl]carbonyl]-4-phenyl-4-piperidinecarboxylic acid CC(CN1N=C(C2=CC=CC=C2C1=O)C(=O)N1CCC(CC1)(C(=O)O)C1=CC=CC=C1)C